O=C1NC(CCC1C1=NN(C2=CC(=C(C=C12)F)C1C(CN(CC1)C(=O)OC(C)(C)C)(F)F)C)=O Tert-butyl 4-[3-(2,6-dioxo-3-piperidyl)-5-fluoro-1-methyl-indazol-6-yl]-3,3-difluoro-piperidine-1-carboxylate